C1=CC=CC=2N(CC3=C(C#CC21)C=CC=C3)C(CCCCC(=O)NCCOCCOCCNC(OC(C)(C)C)=O)=O tert-butyl (2-(2-(2-((6-(11,12-didehydrodibenzo[b,f]azocin-5(6H)-yl)-6-oxohexanoyl)amino)ethoxy)ethoxy) ethyl)carbamate